FC([C@@H]1N(CC1)C1=NC(=C(C(=N1)C=1C=NN(C1)CC(=O)N1CCNCC1)C)C(F)F)(F)F 2-(4-{2-[(R)-2-(trifluoromethyl)-1-azetidinyl]-6-(difluoromethyl)-5-methyl-4-pyrimidinyl}-1-pyrazolyl)-1-(1-piperazinyl)-1-ethanone